OC1=C(C=CC=C1)C=1C=C2C(=NN1)NC[C@@H]1N2CCN(C1)C1=NC=CC(=N1)C1CCN(CC1)C1CC2(CC(C2)C(=O)O)C1 (S)-6-(4-(2-(2-(2-hydroxyphenyl)-6a,7,9,10-tetrahydro-5H-pyrazino[1',2':4,5]pyrazino[2,3-c]pyridazin-8(6H)-yl)pyrimidin-4-yl)piperidin-1-yl)spiro[3.3]heptane-2-carboxylic acid